(5S)-3-((2-((S)-2,2-dicyclopropyl-1-(1-ethyl-1H-pyrazole-5-carboxamido)ethyl)imidazo[1,2-b]pyridazin-7-yl)methyl)-2-oxo-5-(trifluoromethyl)pyrrolidine-3-carboxylic acid C1(CC1)C([C@H](NC(=O)C1=CC=NN1CC)C=1N=C2N(N=CC(=C2)CC2(C(N[C@@H](C2)C(F)(F)F)=O)C(=O)O)C1)C1CC1